C1OCC2C1CN(C2)C(=O)C=2C=C1C(=NN=C(C1=CC2NC)N[C@H](C)C=2C(=C(C#N)C=CC2)C)C 3-((1R)-1-((6-(hexahydro-1H-furo[3,4-c]pyrrole-5-carbonyl)-4-methyl-7-(methylamino)phthalazin-1-yl)amino)ethyl)-2-methylbenzonitrile